ClCC\C=C/CC(OCC)OCC (3Z)-1-chloro-6,6-diethoxy-3-hexene